ClC1=C(C=C(C=C1)N1[C@@H]2[C@](C3=NC(=CC=C31)C(=O)N)(CCO2)C)F cis-8-(4-chloro-3-fluorophenyl)-3a-methyl-3,3a,8,8a-tetrahydro-2H-furo[3',2':4,5]pyrrolo[3,2-b]pyridine-5-carboxamide